C1(CC1)[C@@H]1NC2=C(C(N(C=3C=CC(=CC23)NC2=NC(=NC=C2F)N2CC(N(CC2)C)=O)C)=O)OCC1(F)F (S)-2-cyclopropyl-3,3-difluoro-10-((5-fluoro-2-(4-methyl-3-oxopiperazin-1-yl)pyrimidin-4-yl)amino)-7-methyl-1,2,3,4-tetrahydro-[1,4]oxazepino[2,3-c]quinolin-6(7H)-one